FC1([C@@H](C1)CN1C(N=C(C=C1)NC1=NC=C(C(=C1)NC1=C(C(=CC=C1)C1=NN(C=N1)C)OC)C(CC)=O)=O)F (S)-1-((2,2-difluorocyclopropyl)methyl)-4-((4-((2-methoxy-3-(1-methyl-1H-1,2,4-triazol-3-yl)phenyl)amino)-5-propionylpyridin-2-yl)amino)pyrimidin-2(1H)-one